diethyl 2-heptyl-2-methyl-malonate C(CCCCCC)C(C(=O)OCC)(C(=O)OCC)C